9H-fluoren-9-ylmethyl [3-(3-chloro-10,11-dihydro-5H-dibenzo[b,f]azepin-5-yl)-3-oxo-propyl]carbamate ClC=1C=CC2=C(N(C3=C(CC2)C=CC=C3)C(CCNC(OCC3C2=CC=CC=C2C=2C=CC=CC32)=O)=O)C1